N(=NC(C(=O)[O-])(CC)C)C(C(=O)[O-])(CC)C 2,2'-Azobis(methyl isobutyrate)